tert-Butyl N-[(1S)-2-[(E)-dimethylaminomethyleneamino]-1-methyl-2-oxo-ethyl]carbamate tert-Butyl-N-[(1S)-2-amino-1-methyl-2-oxo-ethyl]carbamate C(C)(C)(C)OC(N[C@H](C(=O)N)C)=O.CN(C)\C=N\C([C@H](C)NC(OC(C)(C)C)=O)=O